triisopropoxytertiary butyl-oxysilane tert-butyl-N-[(1S)-2-amino-1-[[(3R)-5,5-dimethyl-2-oxo-pyrrolidin-3-yl]methyl]-2-oxo-ethyl]carbamate C(C)(C)(C)OC(N[C@H](C(=O)N)C[C@H]1C(NC(C1)(C)C)=O)=O.C(C)(C)O[Si](OC(C)(C)C)(OC(C)C)OC(C)C